8-(3-aminopropoxy)-3H-benzo[b]pyrimido[4,5-e][1,4]oxazin-2(10H)-one NCCCOC1=CC2=C(OC=3C(N2)=NC(NC3)=O)C=C1